tert-Butyl 2-hydroxyacetate OCC(=O)OC(C)(C)C